BrC1NCOC1 4-Bromooxazolidine